2-(1-(4-methoxybenzyl)-1H-pyrazol-4-yl)-N-(1-(3-methoxycyclobutyl)-3-(pyridin-2-yl)-1H-pyrazol-4-yl)thiazole-4-carboxamide COC1=CC=C(CN2N=CC(=C2)C=2SC=C(N2)C(=O)NC=2C(=NN(C2)C2CC(C2)OC)C2=NC=CC=C2)C=C1